2-[6-(ethylamino)-2-fluoropyridin-3-yl]-N-[(3S)-9-fluoro-2-oxo-5-phenyl-1,3-dihydro-1,4-benzodiazepine-3-Yl]pyrazolo[1,5-a]pyrimidine-3-carboxamide C(C)NC1=CC=C(C(=N1)F)C1=NN2C(N=CC=C2)=C1C(=O)N[C@@H]1C(NC2=C(C(=N1)C1=CC=CC=C1)C=CC=C2F)=O